1-ethyl-4-methylpyridine C(C)N1CC=C(C=C1)C